(±)-trans-N-[8-chloro-6-[3-(trifluoromethyl)-1H-pyrazol-4-yl]-3-isoquinolyl]-2-cyano-cyclopropanecarboxamide ClC=1C=C(C=C2C=C(N=CC12)NC(=O)[C@H]1[C@@H](C1)C#N)C=1C(=NNC1)C(F)(F)F |r|